FC=1C=C2C(C(NC2=CC1)=O)=NN=C1SCC(N1C1=CC=C(C=C1)C)=O 5-fluoro-3-(2-(3-(4-methylphenyl)-4-oxothiazolidin-2-ylidene)hydrazono)-1H-indol-2-one